ClCCC1C(NC(N1)=O)=O 5-(2-chloroethyl)imidazolidine-2,4-dione